p-chloromethyl-styrene-β-acrylic acid ClCC1=CC=C(C=CC=CC(=O)O)C=C1